BrC1=CC(=C(C(=O)N[C@H]2[C@H](C2)F)C(=C1)OC)OC(F)F 4-bromo-2-(difluoromethoxy)-N-[(1R,2S)-2-fluorocyclopropyl]-6-methoxybenzamide